CC1=C(OC=2N=NC(=CC2C(=O)NC2=CC(=CC=C2)S(=O)(=N)C)C(F)(F)F)C=CC(=C1)OCC(F)(F)F 3-(2-methyl-4-(2,2,2-trifluoroethoxy)phenoxy)-N-(3-(S-methylsulfonimidoyl)phenyl)-6-(trifluoromethyl)pyridazine-4-carboxamide